C(C)(C)(C)OC(=O)N[C@H](C(=O)OC)C1CC1 (S)-methyl 2-((tert-butoxycarbonyl)amino)-2-cyclopropylacetate